Racemic-3-(3-(6-(methylsulfonyl)isoquinolin-4-yl)-2,4-dioxo-6-(trifluoromethyl)-3,4-dihydroquinazolin-1(2H)-yl)propanenitrile CS(=O)(=O)C=1C=C2C(=CN=CC2=CC1)N1C(N(C2=CC=C(C=C2C1=O)C(F)(F)F)CCC#N)=O